COC1=C(CN2[C@@H]3CN([C@H]([C@H]2C=C)CC3)C(=O)OC(C)(C)C)C=CC(=C1)OC tert-butyl (1S,4S,6R)-5-(2,4-dimethoxybenzyl)-6-vinyl-2,5-diazabicyclo[2.2.2]octane-2-carboxylate